F[C@@H](CN1C(C2=CC(=C(C=C2C1)NC(=O)C=1C=NN2C1N=CC=C2)N2CCOCC2)=O)[C@@H](C)O N-[2-[(2S,3R)-2-fluoro-3-hydroxy-butyl]-6-morpholino-1-oxo-isoindolin-5-yl]pyrazolo[1,5-a]pyrimidine-3-carboxamide